methyl (2-amino-1,3-benzoxazol-5-yl)acetate NC=1OC2=C(N1)C=C(C=C2)CC(=O)OC